N-(4-((7-(2-(1,1-dioxidothiomorpholino)ethoxy)-6-methoxyquinolin-4-yl)oxy)-3-fluorophenyl)-5-(4-fluorophenyl)-6-oxo-2,3,5,6-tetrahydrofuro[3,2-c]pyridine-7-carboxamide O=S1(CCN(CC1)CCOC1=C(C=C2C(=CC=NC2=C1)OC1=C(C=C(C=C1)NC(=O)C1=C2C(=CN(C1=O)C1=CC=C(C=C1)F)CCO2)F)OC)=O